tert-butyl (S)-6-(4-methylpiperazine-1-carbonyl)-8-((tetrahydrofuran-3-yl) amino)-3,4-dihydroisoquinoline-2(1H)-carboxylate CN1CCN(CC1)C(=O)C=1C=C2CCN(CC2=C(C1)N[C@@H]1COCC1)C(=O)OC(C)(C)C